O=C([C@H](O)[C@@H](O)[C@H](O)[C@H](O)CO)[O-].[Cu+2].O=C([C@H](O)[C@@H](O)[C@H](O)[C@H](O)CO)[O-] copper D-gluconate